ethyl 6-fluoro-9H-pyrido[3,4-b]indole-1-carboxylate FC=1C=C2C3=C(NC2=CC1)C(=NC=C3)C(=O)OCC